Cl.N[C@@H](CS)C(=O)O cysteine HCL salt